BrC1=C(C=C(C(=C1)OCCOC)Br)OCCOC 1,4-dibromo-2,5-bis(2-methoxyethoxy)benzene